1-((((7-Fluoro-2-(4'-fluoro-2'-(4-methyl-4H-1,2,4-triazol-3-yl)-[1,1'-biphenyl]-3-yl)benzo[d]oxazol-5-yl)methyl)amino)methyl)cyclobutan-1-ol FC1=CC(=CC=2N=C(OC21)C=2C=C(C=CC2)C2=C(C=C(C=C2)F)C2=NN=CN2C)CNCC2(CCC2)O